FC([C@H](C1=CN(C2=CC(=CC=C12)C=1C(=NC=CC1)C(F)(F)F)CC(C)(C)C)NS(=O)(=O)C1CC(C1)F)F (S)-N-(2,2-difluoro-1-(1-neopentyl-6-(2-(trifluoromethyl)pyridin-3-yl)-1H-indol-3-yl)ethyl)-3-fluorocyclobutane-1-sulfonamide